Cl.COC1=CC=C(CON)C=C1 O-(4-methoxybenzyl)hydroxylamine hydrochloride